O1C2=C(C=C1)C=C(C=C2)C(=O)O benzo[b]furan-5-carboxylic acid